methyl 3-(6-((3-(o-tolyl)propioloyl)oxy)pyridin-2-yl)-3-azabicyclo[3.1.0]hexane-2-carboxylate C1(=C(C=CC=C1)C#CC(=O)OC1=CC=CC(=N1)N1C(C2CC2C1)C(=O)OC)C